N-(5-Chloro-6-fluoro-1H-indol-3-yl)-1-methyl-5-(trifluoromethyl)-1H-benzo[d]imidazol-2-amine ClC=1C=C2C(=CNC2=CC1F)NC1=NC2=C(N1C)C=CC(=C2)C(F)(F)F